N=1N(N=C2C1C=CC=C2)C2=C(C=CC(=C2)C)O (2H-benzotriazol-2-yl)-4-methylphenol